2-(hydroxymethyl)-1-{[5-({[3-methyl-5-(pyrimidin-2-yl)phenyl]amino}methyl)pyrazin-2-yl]methyl}piperidine-3,4,5-triol OCC1N(CC(C(C1O)O)O)CC1=NC=C(N=C1)CNC1=CC(=CC(=C1)C1=NC=CC=N1)C